N,N-dimethylamino-hexanol CN(C)C(CCCCC)O